ClC=1N=C2C(=C(C(N(C2=CC1)C)=O)C#N)N(C)[C@@H]1CC[C@H](CC1)N(C1=CC=C(C=C1)OC)C1CC1 trans-6-Chloro-4-[[4-(N-cyclopropyl-4-methoxy-anilino)cyclohexyl]-methyl-amino]-1-methyl-2-oxo-1,5-naphthyridine-3-carbonitrile